CC(C(=O)OC(C)(C)C=1C=NC2=C(C=C(C=C2C1C)B1OC(C(O1)(C)C)(C)C)F)C(C)C1=CC(=CC=C1)C(CCCC(CSCC(=O)OC)(C)C)Br 2-(8-fluoro-4-methyl-6-(4,4,5,5-tetramethyl-1,3,2-dioxaborolan-2-yl)quinolin-3-yl)propan-2-ol methyl-3-(3-(1-bromo-6-((2-methoxy-2-oxoethyl)thio)-5,5-dimethylhexyl)phenyl)butanoate